C(C)OCOC1=C(C=CC(=C1)C#C)C1=C(C=C(N=N1)NCC=1C=C(C=CC1)O)C 3-((6-(2-(ethoxymethoxy)-4-ethynylphenyl)-5-methylpyridazin-3-yl)aminomethyl)phenol